BrC1=CC=2C(=C(N=C(C2)C)C)N1 2-bromo-5,7-dimethyl-1H-pyrrolo[2,3-c]pyridine